C(#N)C1=C(OCC=O)C=CC=C1 2-(2-cyanophenoxy)acetaldehyde